7-chlorothieno[3,2-b]pyridine-2-carboxylic acid ClC1=C2C(=NC=C1)C=C(S2)C(=O)O